4,6-dichloro-2-fluoronicotinic acid ClC1=CC(=NC(=C1C(=O)O)F)Cl